methyl 1-(2-(4-(4-(5-(2,6-difluorophenyl)-4,5-dihydroisoxazol-3-yl) thiazol-2-yl) piperidin-1-yl)-2-oxoethyl)-1H-benzoimidazole-2-carboxylate FC1=C(C(=CC=C1)F)C1CC(=NO1)C=1N=C(SC1)C1CCN(CC1)C(CN1C(=NC2=C1C=CC=C2)C(=O)OC)=O